6-bromo-4-methoxypyridinamide BrC1=CC(=CC(=N1)C(=O)N)OC